N-((S)-2-cyano-1-(4-(ethylsulfonyl)phenyl)ethyl)-4-((2S,4S)-2-((difluoromethoxy)methyl)-4-((2,2-difluorobenzo[d][1,3]dioxol-5-yl)oxy)pyrrolidin-1-yl)benzamide C(#N)C[C@@H](C1=CC=C(C=C1)S(=O)(=O)CC)NC(C1=CC=C(C=C1)N1[C@@H](C[C@@H](C1)OC1=CC2=C(OC(O2)(F)F)C=C1)COC(F)F)=O